(3R)-3-(7-{[(4R)-8-Chloro-4-ethyl-1,1-dioxido-3,4-dihydro-2H-pyrido[2,3-b][1,4,5]oxathiazepin-2-yl]methyl}-1-benzothiophen-5-yl)-3-(1,4-dimethyl-1H-benzotriazol-5-yl)propanoic acid ClC1=CC2=C(O[C@@H](CN(S2(=O)=O)CC2=CC(=CC=3C=CSC32)[C@@H](CC(=O)O)C3=C(C2=C(N(N=N2)C)C=C3)C)CC)N=C1